Methyl 4-bromo-6-fluoro-1H-indazole-7-carboxylate BrC1=C2C=NNC2=C(C(=C1)F)C(=O)OC